3-Aminoisoxazolo[5,4-b]pyridin NC1=NOC2=NC=CC=C21